tert-Butyl (3R,4R)-3-hydroxy-4-(((3-isopropyl-7-(((1-methyl-1H-benzo[d]imidazol-5-yl)methyl)amino)pyrazolo[1,5-a]pyrimidin-5-yl)amino)methyl)piperidine-1-carboxylate O[C@H]1CN(CC[C@@H]1CNC1=NC=2N(C(=C1)NCC1=CC3=C(N(C=N3)C)C=C1)N=CC2C(C)C)C(=O)OC(C)(C)C